FC=1C=C(C=CC1CN1C(=NC=C1)C)C1=C(SC(=C1)CC(C)C)S(=O)(=O)NC1=NC=CC=N1 3-(3-fluoro-4-((2-methyl-1H-imidazol-1-yl)methyl)phenyl)-5-isobutyl-N-(pyrimidin-2-yl)thiophene-2-sulfonamide